P([O-])([O-])([O-])=S Phosphorthioate